NC=1SC2=C(C1C(=O)C1=CC=C(C=C1)C)CCCC2 (2-amino-4,5,6,7-tetrahydro-1-benzothiophen-3-yl)(4-methylphenyl)methanone